[18F]CCN=[N+]=[N-] (18F)fluoroethyl azide